N1=CC(=CC=C1)C=1N(C=CN1)C(=O)NCCC1(CC1)C(F)(F)F (pyridin-3-yl)-N-(2-(1-(trifluoromethyl)cyclopropyl)ethyl)-1H-imidazole-1-carboxamide